COC1=C(C=C2C=NN(C2=C1)COCC[Si](C)(C)C)N 6-methoxy-1-{[2-(trimethylsilyl)ethoxy]methyl}-1H-indazol-5-amine